(±)-tert-butyl N-((E,Z)-3-(2-((methylsulfinyl)methyl)-4-nitrophenyl)but-2-en-1-yl)-N-[(2-methylpropan-2-yl)oxycarbonyl]carbamate C[S@@](=O)CC1=C(C=CC(=C1)[N+](=O)[O-])/C(=C/CN(C(OC(C)(C)C)=O)C(=O)OC(C)(C)C)/C |r|